(3-Bromo-1H-pyrrol-2-yl)methanol BrC1=C(NC=C1)CO